OC=1C=C(C=CC1)N1C(=O)C2(C3(C=CC(C2C1=O)C3)C)CC=C N-(3-hydroxyphenyl)-allyl-(methyl)bicyclo[2.2.1]hept-5-ene-2,3-dicarboximide